(R)-4-(7-(3'-((3-((3-hydroxypyrrolidin-1-yl)methyl)-1,7-naphthyridin-8-yl)amino)-2,2'-dimethyl-[1,1'-biphenyl]-3-yl)-[1,2,4]triazolo[4,3-a]pyridin-3-yl)benzaldehyde O[C@H]1CN(CC1)CC=1C=NC2=C(N=CC=C2C1)NC=1C(=C(C=CC1)C1=C(C(=CC=C1)C1=CC=2N(C=C1)C(=NN2)C2=CC=C(C=O)C=C2)C)C